C1(=C(C=CC=C1)C1C(=O)OCC1)C α-tolyl-γ-butyrolactone